COC(=O)C=1N(C2=CC=CC=C2C1C)CCCO 1-(3-hydroxypropyl)-3-methyl-1H-indole-2-carboxylic acid methyl ester